BrC1=C(C=C2C(N(C(=NC2=C1)C1C(N(CCC1)C)CCNC(OCC1=CC=CC=C1)=O)CC(C)(C)C)=O)Cl benzyl (2-(3-(7-bromo-6-chloro-3-neopentyl-4-oxo-3,4-dihydroquinazolin-2-yl)-1-methylpiperidin-2-yl)ethyl)carbamate